[Al].[N+](=O)([O-])N(O)C1=CC=CC=C1 N-nitrophenylhydroxylamine aluminium salt